N(=[N+]=[N-])C(C1=CC=CC(=N1)C(C)(C)O)([2H])[2H] 2-(6-(azidomethyl-d2)pyridine-2-yl)propan-2-ol